ClC=1C(=NC(=NC1)N[C@H]1[C@@H](COCC1)O)C=1C=C2C(CNC(C2=CC1)=O)(C)C 6-(5-chloro-2-(((3S,4R)-3-hydroxytetrahydro-2H-pyran-4-yl)amino)pyrimidin-4-yl)-4,4-dimethyl-3,4-dihydroisoquinolin-1(2H)-one